BrC1=CC=C2C(=N1)N(C=N2)C=2C=C(C=CC2)NS(=O)(=O)C N-(3-(5-bromo-3H-imidazo[4,5-b]pyridin-3-yl)phenyl)methanesulfonamide